(P)-(1R,9R)-6-(3-fluoro-2-hydroxyphenyl)-10,10-dimethyl-4-(2-(2-propenoyl)-2,6-diazaspiro[3.4]octan-6-yl)-3-azatricyclo[7.1.1.02,7]undeca-2,4,6-triene-5-carbonitrile FC=1C(=C(C=CC1)C=1C(=C(N=C2[C@H]3C([C@@H](CC12)C3)(C)C)N3CC1(CN(C1)C(C=C)=O)CC3)C#N)O